C(C)[N+](CCC)(C)CC diethyl(methyl)-propylammonium